C(#N)C1=CC(=C(CNC(=O)C2CCN(CC2)CC2=CC(=CC=C2)C)C=C1)C(F)(F)F N-(4-cyano-2-(trifluoromethyl)benzyl)-1-(3-methylbenzyl)piperidine-4-carboxamide